C(=O)(O)CN1C(=O)N(C(=O)N(C1=O)CC(=O)O)CC(=O)O 1,3,5-tris(carboxymethyl)isocyanuric acid